ethyl 1-isopropyl-4-oxo-7-(4,4,5,5-tetramethyl-1,3,2-dioxaborolan-2-yl)-1,4-dihydroquinoline-2-carboxylate C(C)(C)N1C(=CC(C2=CC=C(C=C12)B1OC(C(O1)(C)C)(C)C)=O)C(=O)OCC